5-chloro-6-methyl-2-(pyrrolidin-1-yl)nicotinamide ClC=1C(=NC(=C(C(=O)N)C1)N1CCCC1)C